(R)-2-(4-chlorophenyl)-3-((3S,5R)-3,5-dimethylpiperazin-1-yl)-1-(4-((5R,7R)-7-hydroxy-5-methyl-6,7-dihydro-5H-cyclopenta[d]pyrimidin-4-yl)piperazin-1-yl)propan-1-one ClC1=CC=C(C=C1)[C@@H](C(=O)N1CCN(CC1)C=1C2=C(N=CN1)[C@@H](C[C@H]2C)O)CN2C[C@@H](N[C@@H](C2)C)C